tris(2,4-octanedione) ruthenium [Ru].CC(CC(CCCC)=O)=O.CC(CC(CCCC)=O)=O.CC(CC(CCCC)=O)=O